O1C=C(C=C1)C(=O)OCN1C(CCC2=CC=C(C=C12)CCN1CCN(CC1)C1=CC(=CC=2SC=CC21)F)=O (7-(2-(4-(6-fluorobenzo[b]thiophen-4-yl)piperazin-1-yl)ethyl)-2-oxo-3,4-dihydroquinolin-1(2H)-yl)methyl furan-3-carboxylate